N1=CC=C(C=C1)CN1C=C(C2=CC=CC=C12)C(=O)NC1=C(C(=O)O)C=CC=C1 2-[1-(pyridin-4-ylmethyl)-1H-indole-3-carboxamido]Benzoic acid